3,3,3-trifluoro-N-(2-fluoro-4-(8-isopropyl-7-oxo-2-(piperidin-4-ylamino)-7,8-dihydro-pyrido[2,3-d]pyrimidin-6-yl)phenyl)propane-1-sulfonamide FC(CCS(=O)(=O)NC1=C(C=C(C=C1)C1=CC2=C(N=C(N=C2)NC2CCNCC2)N(C1=O)C(C)C)F)(F)F